C(C)(C)(C)OC(N[C@@H]1C[C@@H](OC[C@H]1F)C(=O)N1[C@H](C2=CC=CC=C2CC1)C1=CC=C(C=C1)F)=O ((2r,4r,5S)-5-fluoro-2-((S)-1-(4-fluorophenyl)-1,2,3,4-tetrahydroisoquinoline-2-carbonyl)tetrahydro-2H-pyran-4-yl)carbamic acid tert-butyl ester